5-[2-(2-ethylpiperidin-1-yl)-2-oxoethyl]-1-[(4-phenylphenyl)methyl]pyrrolidin-2-on C(C)C1N(CCCC1)C(CC1CCC(N1CC1=CC=C(C=C1)C1=CC=CC=C1)=O)=O